6-chloro-2-[(4S)-2,2,4-trimethylpyrrolidin-1-yl]Pyridine-3-carboxamide ClC1=CC=C(C(=N1)N1C(C[C@@H](C1)C)(C)C)C(=O)N